(4-amino-7-fluoro-1-methyl-1H-pyrazolo[4,3-c]quinolin-8-yl)((1R,5S)-1-(4-(trifluoromethyl)phenyl)-3-azabicyclo[3.1.0]hexan-3-yl)methanone NC1=NC=2C=C(C(=CC2C2=C1C=NN2C)C(=O)N2C[C@@]1(C[C@@H]1C2)C2=CC=C(C=C2)C(F)(F)F)F